molybdenum-vanadium-niobium-tellurium [Te].[Nb].[V].[Mo]